C(C1=CC=CC=C1)OC1=C2N=CN(C2=NC=N1)C1=NC=CC=C1C 6-(benzyloxy)-9-(3-methylpyridin-2-yl)-9H-purine